OC(CC(=O)N1C(CNC2=CC=CC=C12)=O)C (3-hydroxybutanoyl)-3,4-dihydroquinoxalin-2(1H)-one